tert-butyl {(2S)-2-[({[(2S,5R)-6-hydroxy-7-oxo-1,6-diazabicyclo[3.2.1]oct-2-yl]carbonyl}amino)oxy]propyl}carbamate ON1[C@@H]2CC[C@H](N(C1=O)C2)C(=O)NO[C@H](CNC(OC(C)(C)C)=O)C